C(CCC)NC=1C(=C(C(=O)NC=2SC(=CN2)[N+](=O)[O-])C=CC1)NC1=CC=CC=C1 (butylamino)-N-(5-nitrothiazol-2-yl)-2-(phenylamino)benzamide